Isobutyl-xanthine C(C(C)C)C1=NC=2NC(NC(C2N1)=O)=O